C(C)(C)(C)OC(=O)N[C@H](C(=O)OC(C)(C)C)CC[S@@](=O)(=N)CCC(C(F)(F)F)(C1=CC=CC=C1)O tert-butyl (2s)-2-((tert-butoxy carbonyl)amino)-4-((s)-4,4,4-trifluoro-3-hydroxy-3-phenylbutylsulfonimidoyl)butanoate